CC1(N=C(OC1)C1(CC=2C(=NC=NC2C=C1)N)N)C 6-(4,4-dimethyl-4,5-dihydro-oxazol-2-yl)quinazoline-4,6-diamine